5-[(Z)-2-([2,3'-bipyridine]-5'-yl)-2-fluorovinyl]-N-[(1S,2S)-2-hydroxycyclohexyl]-6-methylpyridine-3-carboxamide N1=C(C=CC=C1)C=1C=NC=C(C1)/C(=C/C=1C=C(C=NC1C)C(=O)N[C@@H]1[C@H](CCCC1)O)/F